C(C1=CC=CC=C1)N1N=CC2=CC=C(C=C12)C=1C(=CC(N(C1)C)=O)OCC 5-(1-benzyl-1H-indazol-6-yl)-4-ethoxy-1-methylpyridin-2(1H)-one